propyltris(ethoxyethoxy)silane tert-butyl-2-((2-(chloromethyl)-6-fluoro-3-iodo-1-methyl-4-carbonyl-1,4-dihydroquinolin-8-yl)oxy)acetate C(C)(C)(C)OC(COC=1C=C(C=C2C(C(=C(N(C12)C)CCl)I)=C=O)F)=O.C(CC)[Si](OCCOCC)(OCCOCC)OCCOCC